CC1(C(C2=CC(=CC=C2C1)C1=C(C=CC=C1)C(F)(F)F)NC(O[C@@H]1CN2CCC1CC2)=O)C (S)-quinuclidin-3-yl (2,2-dimethyl-6-(2-(trifluoromethyl)phenyl)-2,3-dihydro-1H-inden-1-yl)carbamate